[Si](C)(C)(C(C)(C)C)OCCCOC1=C(C=C(C=C1CCCO)C1=C(C=C(C=C1)C1=CC=C(C=C1)CCCCC)CC)CCCO 3-(2-{3-[(tert-butyldimethylsilyl)oxy]propoxy}-5-[2-ethyl-4-(4-pentylphenyl)phenyl]-3-(3-hydroxypropyl)phenyl)propan-1-ol